[Si](C)(C)(C(C)(C)C)O[C@@H]1[C@@H](CCC1)N (1R,2S)-2-((tert-butyldimethylsilyl)oxy)cyclopentane-1-amine